5-[3-[1-[3,6-dimethyl-4-oxo-2-(1-piperidyl)chromen-8-yl]ethylamino]-2-pyridyl]-2-hydroxy-benzaldehyde CC1=C(OC2=C(C=C(C=C2C1=O)C)C(C)NC=1C(=NC=CC1)C=1C=CC(=C(C=O)C1)O)N1CCCCC1